C(#N)N1C[C@@H](CC1)NC(=O)C1=NC=CC(=C1)C1=NC=CC=C1 (R)-N-(1-cyanopyrrolidin-3-yl)-[2,4'-bipyridine]-2'-carboxamide